4-(4-bromophenyl)bicyclo[2.2.2]octane-1-carbonyl chloride BrC1=CC=C(C=C1)C12CCC(CC1)(CC2)C(=O)Cl